(((3r,5r,7r)-adamantan-1-yl)methyl)-9-aminononanamide C12(CC3CC(CC(C1)C3)C2)CC(C(=O)N)CCCCCCCN